(R or S)-1-[2-(4-{[5-amino-6-fluoro-7-(8-methyl-2,3-dihydro-1H-pyrido[2,3-b][1,4]oxazin-7-yl)quinazolin-2-yl]amino}phenyl)pyrrolidin-1-yl]ethan-1-one NC1=C2C=NC(=NC2=CC(=C1F)C1=C(C2=C(OCCN2)N=C1)C)NC1=CC=C(C=C1)[C@@H]1N(CCC1)C(C)=O |o1:30|